(E)-N'-(3,5-dimethoxybenzylidene)-6-(5-methoxypyridin-2-yl)pyrazine-2-carbohydrazide COC=1C=C(\C=N\NC(=O)C2=NC(=CN=C2)C2=NC=C(C=C2)OC)C=C(C1)OC